N-[4-{[(3R,4r,5S)-4-hydroxy-3,5-dimethylpiperidin-1-yl]methyl}-3-(trifluoromethyl)phenyl]-2-phenylacetamide OC1[C@@H](CN(C[C@@H]1C)CC1=C(C=C(C=C1)NC(CC1=CC=CC=C1)=O)C(F)(F)F)C